[Na].CCCCCCCCCCCCCCCC hexadecane sodium salt